(R)-1-(BOC-amino)-2-propanol methanesulfonate CS(=O)(=O)O[C@@H](CNC(=O)OC(C)(C)C)C